4-(4-(6-(((1R,4R,5R,6R)-6-fluoro-2-methyl-2-azabicyclo[2.2.1]heptan-5-yl)oxy)pyridazin-3-yl)-3-hydroxyphenyl)-1-methylpyridin-2(1H)-one F[C@H]1[C@@H]([C@H]2CN([C@@H]1C2)C)OC2=CC=C(N=N2)C2=C(C=C(C=C2)C2=CC(N(C=C2)C)=O)O